CN(C/C=C/C1=NC=CC(=C1)C1=NC=2C=CC3=C(C2C=C1)C1=C(S3)CN[C@@H](CN1)C)C (R,E)-3-(2-(3-(dimethylamino)prop-1-en-1-yl)pyridin-4-yl)-10-methyl-9,10,11,12-tetrahydro-8H-[1,4]diazepino[5',6':4,5]thieno[3,2-f]quinolin